ClC1=C2C=CC=CC2=C(C2=CC3=CC=CC=C3C=C12)Cl 5,12-dichloro-tetracene